ClC=1C=C(NC2(CCC3(C=CC=4C3=NC=CC4)CC2)C(=O)N)C=CC1 4-(3-chloroanilino)spiro[cyclohexane-1,7'-cyclopenta[b]pyridine]-4-carboxamide